C(C)(C)C=1C(=CC2=C(N(C(N2)=O)[C@@H]2CN(CCC2)C2COC2)C1)C=1C=C(C=2N(C1)N=CN2)OC (S)-6-isopropyl-5-(8-methoxy-[1,2,4]triazolo[1,5-a]pyridin-6-yl)-1-(1-(oxetan-3-yl)piperidin-3-yl)-1,3-dihydro-2H-benzo[d]imidazol-2-one